BrC1=CC=C2C(=CNC2=C1)S(=O)(=O)NC1=C(C=C(C(=C1)F)C#N)F 6-bromo-N-(4-cyano-2,5-difluorophenyl)-1H-indole-3-sulfonamide